(5-(benzyloxy)-2-methylbenzofuran-3-yl)(morpholino)methanone C(C1=CC=CC=C1)OC=1C=CC2=C(C(=C(O2)C)C(=O)N2CCOCC2)C1